ClC1=C(C=CC=C1Cl)C1=CC=C(C=C1)\C=C\1/CC(CC2=C(C3=CC=CC=C3N=C12)C(=O)O)C (E)-4-((2',3'-dichloro-[1,1'-biphenyl]-4-yl)methylene)-2-methyl-1,2,3,4-tetrahydroacridine-9-carboxylic acid